[2H]C(C(=O)NCC=1C=C(C2=C(CCO2)C1CO)C1=CC=C(C=C1)OC(F)(F)F)=C([2H])[2H] 2,3,3-trideuterio-N-[[4-(hydroxymethyl)-7-[4-(trifluoromethoxy)phenyl]-2,3-dihydrobenzofuran-5-yl]methyl]prop-2-enamide